3-(4-chlorophenyl)-1-(2,4-difluorophenyl)-4,5-dihydro-1H-pyrazole-5-carboxylic acid methyl ester COC(=O)C1CC(=NN1C1=C(C=C(C=C1)F)F)C1=CC=C(C=C1)Cl